1-(2-benzyloxy-3,5-bis(trifluoromethyl)phenyl)-3-(2-hydroxyethyl)imidazolidin-2-one C(C1=CC=CC=C1)OC1=C(C=C(C=C1C(F)(F)F)C(F)(F)F)N1C(N(CC1)CCO)=O